NC1=CC=C(C=C1)N1CCC(CC1)N1CCC2(CC1)CCN(CC2)C2=CC=C1CN(C(C1=C2)=O)C2C(NC(CC2)=O)=O 3-[6-[3-[1-(4-aminophenyl)-4-piperidyl]-3,9-diazaspiro[5.5]undecan-9-yl]-1-oxo-isoindolin-2-yl]piperidine-2,6-dione